(6S,7S)-6-((R)-5H-Imidazo[5,1-a]isoindol-5-yl)-4,5,6,7-tetrahydro-1H-indazol-7-ol C=1N=CN2C1C1=CC=CC=C1[C@H]2[C@@H]2CCC=1C=NNC1[C@H]2O